N-((3,5-diisopropyl-1-(trifluoromethyl)-1H-pyrazol-4-yl)carbamoyl)-6,6-dimethyl-6,7-dihydro-5H-pyrazolo[5,1-b][1,3]oxazine-3-sulfonamide C(C)(C)C1=NN(C(=C1NC(=O)NS(=O)(=O)C=1C=NN2C1OCC(C2)(C)C)C(C)C)C(F)(F)F